7,7-dichloro-8-quinolinecarbonyl chloride ClC1(CC=C2C=CC=NC2=C1C(=O)Cl)Cl